rac-methyl (1R,2R,3S,4R,5S)-5-hydroxy-3-(3-(trifluoromethyl)phenyl)-7-oxabicyclo[2.2.1]heptane-2-carboxylate O[C@@H]1[C@H]2[C@@H]([C@H]([C@@H](C1)O2)C(=O)OC)C2=CC(=CC=C2)C(F)(F)F |r|